ClC1=CC2=C(N=N1)N(C=C2O)[C@H]2CN(CCC2)C(=O)OC(C)(C)C tert-Butyl (3R)-3-(3-chloro-5-hydroxy-7H-pyrrolo[2,3-c]pyridazin-7-yl)piperidine-1-carboxylate